(S)-4-((2-ethoxyethyl)(4-(5,6,7,8-tetrahydro-1,8-naphthyridin-2-yl)butyl)amino)-2-(3-(trifluoromethyl)pyrazine-2-carboxamido)butanoic acid C(C)OCCN(CC[C@@H](C(=O)O)NC(=O)C1=NC=CN=C1C(F)(F)F)CCCCC1=NC=2NCCCC2C=C1